tert-butyl (E)-3-(3-hydroxy-3-(4-(trifluoromethyl)phenyl) prop-1-en-1-yl)pyrrolidine-1-carboxylate OC(/C=C/C1CN(CC1)C(=O)OC(C)(C)C)C1=CC=C(C=C1)C(F)(F)F